2-(prop-2-en-1-yl)pyrazolo[3,4-d]pyrimidin-3-one C(C=C)N1NC2=NC=NC=C2C1=O